[N+](=O)([O-])C1=CC2=C(OCCN2C(C(=O)O)C2=CC=CC=C2)C=C1 2-(6-nitro-2,3-dihydro-4H-benzo[b][1,4]oxazin-4-yl)-2-phenylacetic acid